8-bromo-2-(difluoromethyl)-3,4-dihydro-2H-1,4-benzoxazepin-5-one BrC1=CC2=C(C(NCC(O2)C(F)F)=O)C=C1